ClC1=CC(=C(C=N1)C=1C=NN(C1)CCN(C(OC(C)(C)C)=O)C)F tert-butyl (2-(4-(6-chloro-4-fluoropyridin-3-yl)-1H-pyrazol-1-yl)ethyl)(methyl)carbamate